ClC(=O)OCC[N+](C)(C)C (2-chlorocarbonyloxyethyl)trimethyl-ammonium